CNC(CCCCCCCCCC)N N-methylundecane-1,1-diamine